4-(4-benzo[b]thiophen-4-yl-piperazin-1-ylbutoxy)-1H-quinolin-2-one S1C2=C(C=C1)C(=CC=C2)N2CCN(CC2)CCCCOC2=CC(NC1=CC=CC=C21)=O